C(C)(C)(C)OC(=O)\N=C(\NC=1C=C(C(=O)NCC(=O)NC[C@@H](C(=O)OC)NC(C2=C(C=CC=C2Cl)Cl)=O)C=CC1)/NC(=O)OC(C)(C)C (S,Z)-methyl 3-(2-(3-(2,3-bis(tert-butoxycarbonyl)guanidino)benzamido)acetamido)-2-(2,6-dichlorobenzamido)propanoate